1-[(4-aminophenyl)methyl]-3-methylazetidin-3-ol NC1=CC=C(C=C1)CN1CC(C1)(O)C